(3R,4R)-1-(6-Chloro-1-((R)-1-(5-chloropyridin-2-yl)ethyl)-1H-benzo[d]imidazol-2-yl)-4-fluoropiperidin-3-amin-hydrochlorid Cl.ClC=1C=CC2=C(N(C(=N2)N2C[C@H]([C@@H](CC2)F)N)[C@H](C)C2=NC=C(C=C2)Cl)C1